(4-(3-hydroxypropyl)-2,3-dioxo-3,4-dihydroquinoxalin-1(2H)-yl) methyl carbonate C(ON1C(C(N(C2=CC=CC=C12)CCCO)=O)=O)(OC)=O